2-tert-butyl-4-chloropyrimidine C(C)(C)(C)C1=NC=CC(=N1)Cl